ClC1=C2C(=NC=C1)N=C(O2)N2CCN(CC2)C(=O)C2=CC=C(C=C2)C2=NOC(=N2)CC(C)(C)C [4-(7-chlorooxazolo[4,5-b]pyridin-2-yl)piperazin-1-yl]-[4-[5-(2,2-dimethylpropyl)-1,2,4-oxadiazol-3-yl]phenyl]methanone